C(C)(C)C=1C=NN2C1N=C(C=C2NC2CC1C(CN(C1)C(=O)OC1CN(CC1)CC#CC)C2)O[C@H]2CNCCC2 1-(but-2-ynyl)pyrrolidin-3-yl 5-((3-isopropyl-5-(((R)-piperidin-3-yl)oxy)pyrazolo[1,5-a]pyrimidin-7-yl)amino)hexahydrocyclopenta[c]pyrrole-2(1H)-carboxylate